2,2',6,6'-tetrahydroxy-3,3',5,5'-tetra-tert-butyl-1,1'-biphenyl OC1=C(C(=C(C=C1C(C)(C)C)C(C)(C)C)O)C1=C(C(=CC(=C1O)C(C)(C)C)C(C)(C)C)O